ClC1=C(C=CC(=C1)Cl)N1N=C(NC1=O)C 1-(2,4-dichlorophenyl)-3-methyl-1H-1,2,4-triazol-5(4H)-one